2H-1-benzopyran-3,7-diol O1CC(=CC2=C1C=C(C=C2)O)O